1-(2-amino-4-chlorophenyl)piperidin-3-ol NC1=C(C=CC(=C1)Cl)N1CC(CCC1)O